6-(4-fluorophenyl)-N-(4-hydroxy-3-(methylsulfonylamino)phenyl)nicotinamide FC1=CC=C(C=C1)C1=NC=C(C(=O)NC2=CC(=C(C=C2)O)NS(=O)(=O)C)C=C1